6-amino-3-(2-methoxyethyl)-2-(4-methoxyphenyl)quinazolin-4(3H)-one NC=1C=C2C(N(C(=NC2=CC1)C1=CC=C(C=C1)OC)CCOC)=O